7-Amino-2-methyl-2-phenylnaphtho[2,3-d][1,3]dioxolane-6-carboxylic acid methyl ester COC(=O)C1=CC2=CC3=C(OC(O3)(C3=CC=CC=C3)C)C=C2C=C1N